C(C)(C)(C)OC(=O)N1C2CN(CC1CC2)C2=NC=C(C=C2)C2=C1C=CC=NC1=CC(=N2)C=2C=NN(C2)C 3-(5-(7-(1-Methyl-1H-pyrazol-4-yl)-1,6-naphthyridin-5-yl)pyridin-2-yl)-3,8-diazabicyclo[3.2.1]octane-8-carboxylic acid tert-butyl ester